2-(tert-butyldimethylsilyloxy)ethan-1-amine [Si](C)(C)(C(C)(C)C)OCCN